2,5,13-trioxo-3,6,12,14-tetraazaheptadecane-11,15,17-tricarboxylate gallium [Ga+3].O=C(C)NCC(NCCCCC(NC(NC(CCC(=O)[O-])C(=O)[O-])=O)C(=O)[O-])=O